4-(4-chlorophenylsulfonyl)thiomorpholine ClC1=CC=C(C=C1)S(=O)(=O)N1CCSCC1